N-(4-((2-(2-fluoroprop-2-yl)pyridin-4-yl)amino)-5-(5-fluoropyrimidin-2-yl)pyridin-2-yl)acetamide FC(C)(C)C1=NC=CC(=C1)NC1=CC(=NC=C1C1=NC=C(C=N1)F)NC(C)=O